FC(CN1CC(C1)C1=NN=C(O1)C12CC(C1)(C2)NC(C)=O)(F)F N-[1-[5-[1-(2,2,2-trifluoroethyl)azetidin-3-yl]-1,3,4-oxadiazol-2-yl]-3-bicyclo[1.1.1]pentanyl]acetamide